2-[(4-{6-[(4-cyano-2-fluorobenzyl)oxy]pyridin-2-yl}piperidin-1-yl)methyl]-1-[(1-methyl-1H-imidazol-5-yl)methyl]-1H-benzimidazole-6-carboxylic acid C(#N)C1=CC(=C(COC2=CC=CC(=N2)C2CCN(CC2)CC2=NC3=C(N2CC2=CN=CN2C)C=C(C=C3)C(=O)O)C=C1)F